NC1=C(C([C@@](O1)([2H])C1=CC=C(C(=O)[O-])C=C1)=O)OS(=O)(=O)C([2H])([2H])C1=CC=CC=C1.[Na+].CN(CCC(C(=O)N)CCCCCCCCCC)C [2-(dimethylamino)ethyl]lauramide sodium (R)-4-(5-amino-3-oxo-4-(((phenylmethyl-d2)sulfonyl)oxy)-2,3-dihydrofuran-2-yl-2-d)benzoate